ClC1=CC(=C2C(=NC=NN21)N2CC(C2)CCN(S(=O)=O)NC2CC2)C N-(2-(1-(7-chloro-5-methylpyrrolo[2,1-f][1,2,4]triazin-4-yl)azetidin-3-yl)ethyl)-N-cyclopropylaminosulfonamide